3-chloro-5-{2-[3-{[4-(3-methanesulfonyloxetan-3-yl)phenoxy]methyl}-4-methylpyrrolidin-1-yl]ethyl}benzonitrile ClC=1C=C(C#N)C=C(C1)CCN1CC(C(C1)C)COC1=CC=C(C=C1)C1(COC1)S(=O)(=O)C